3-chloro-2-(difluoromethyl)isonicotinaldehyde ClC1=C(C=O)C=CN=C1C(F)F